NC(C(C(CC1=CC=CC=C1)NC(=O)C1=C(N=C(O1)C)C1=C(OC(=C1)Cl)C)=O)=O N-(4-amino-3,4-dioxo-1-phenylbutan-2-yl)-4-(5-chloro-2-methylfuran-3-yl)-2-methyloxazole-5-carboxamide